C(C)OC(CC1=CC=CC2=C1O[C@@H](CN2C)C=2C=C(C1=C(C(=C(O1)[2H])[2H])C2)Br)=O |r| (±)-2-(2-(7-Bromobenzofuran-5-yl-2,3-d2)-4-methyl-3,4-dihydro-2H-benzo[b][1,4]oxazin-8-yl)acetic acid ethyl ester